tert-butyl 4-[2-methyl-7-({3-methyl-5H,6H,7H,8H-[1,2,4]triazolo[4,3-a]pyridin-6-yl} carbamoyl)indazol-4-yl]piperazine-1-carboxylate CN1N=C2C(=CC=C(C2=C1)N1CCN(CC1)C(=O)OC(C)(C)C)C(NC1CCC=2N(C1)C(=NN2)C)=O